yttrium(III) sulfate S(=O)(=O)([O-])[O-].[Y+3].S(=O)(=O)([O-])[O-].S(=O)(=O)([O-])[O-].[Y+3]